(S)-2-Amino-3-(4-hydroxy-3-methoxyphenyl)propanoic acid N[C@H](C(=O)O)CC1=CC(=C(C=C1)O)OC